2,2,2-trichloroethyl (E)-(5-(4-(tert-butyl)phenyl)-4-methyl-1-(6-methyl-4,8-dioxo-1,3,6,2-dioxazaborocan-2-yl)pent-2-en-1-yl)sulfamate C(C)(C)(C)C1=CC=C(C=C1)CC(/C=C/C(B1OC(CN(CC(O1)=O)C)=O)NS(OCC(Cl)(Cl)Cl)(=O)=O)C